6-Chloro-7-methoxy-2-(methoxymethyl)-4-methyl-3,4-dihydro-2H-1,4-benzoxazine ClC=1C(=CC2=C(N(CC(O2)COC)C)C1)OC